2-oxo-N-[3-(2-pyrimidin-2-ylethynyl)phenyl]-3,4-dihydro-1H-quinoline-6-sulfonamide O=C1NC2=CC=C(C=C2CC1)S(=O)(=O)NC1=CC(=CC=C1)C#CC1=NC=CC=N1